FC1=CC=C(CC=2C=NN(C2)C(=O)N[C@@H]2C(N(C3=C(OC2)C=CC(=C3)C#CC3(COC3)O)C)=O)C=C1 (S)-4-(4-Fluorobenzyl)-N-(7-((3-hydroxyoxetan-3-yl)ethynyl)-5-methyl-4-oxo-2,3,4,5-tetrahydrobenzo[b][1,4]oxazepin-3-yl)-1H-pyrazole-1-carboxamide